COC(=O)C1=C(C=C(C=C1)[N+](=O)[O-])C1=CCCN(C1)C(=O)OC(C)(C)C tert-butyl 5-(2-methoxycarbonyl-5-nitro-phenyl)-3,6-dihydro-2H-pyridine-1-carboxylate